tert-butyl 4-[1-[4-[1-(2,6-dioxo-3-piperidyl)-3,4-dihydro-2H-quinolin-5-yl]piperazin-1-yl]-1-methyl-ethyl]piperidine-1-carboxylate O=C1NC(CCC1N1CCCC2=C(C=CC=C12)N1CCN(CC1)C(C)(C)C1CCN(CC1)C(=O)OC(C)(C)C)=O